4,6-dichloro-2-(2-chlorobenzyl)-5-(2-methoxyphenoxy)pyrimidine ClC1=NC(=NC(=C1OC1=C(C=CC=C1)OC)Cl)CC1=C(C=CC=C1)Cl